C(CCCCCCC\C=C/CCCCCC)(=O)OCCCCCCCCCCCCCCCCCCCCCCCC(=O)O 24-palmitoleoyloxy-tetracosanoic acid